dihydrobenzochromene O1CCCC2=CC=C3C(=C12)C=CC=C3